(4aR,8aS)-6-[3-[(Z)-2-Fluoro-2-(3-fluoro-4-methyl-phenyl)vinyl]azetidine-1-carbonyl]-4,4a,5,7,8,8a-hexahydropyrido[4,3-b][1,4]oxazin-3-one F\C(=C/C1CN(C1)C(=O)N1C[C@@H]2[C@@H](OCC(N2)=O)CC1)\C1=CC(=C(C=C1)C)F